2-(1-(3-chloropyridoyl)pyrrolidin-3-yl)-5-(2-isopropylphenoxy)benzamide ClC=1C(=NC=CC1)C(=O)N1CC(CC1)C1=C(C(=O)N)C=C(C=C1)OC1=C(C=CC=C1)C(C)C